Cl.C(N1N=CC(=C1)C=1C=C(C(=NC1)C=1N=NC(=CC1)OC1CC(NC(C1)(C)C)(C)C)O)([2H])([2H])[2H] 5-[1-(2H3)methyl-1H-pyrazol-4-yl]-2-{6-[(2,2,6,6-tetramethylpiperidin-4-yl)oxy]pyridazin-3-yl}pyridin-3-ol hydrochloride